NC(CC(=O)[O-])CCCO 3-amino-6-hydroxyhexanoate